CC1=C(C(=CC=C1)C)C1=CC(=CC=C1)[C@H](CC(=O)OC)NC(C(CC(C)C)N1C(C=CC(=C1)CCN(C)C)=O)=O Methyl (3S)-3-(2',6'-dimethyl-[1,1'-biphenyl]-3-yl)-3-(2-(5-(2-(dimethylamino)ethyl)-2-oxopyridin-1(2H)-yl)-4-methylpentanamido)propanoate